C(C)(C)C1=CC=C(C=C1)SC=1C=C2CC(C(C2=CC1)=O)=O 5-(4-isopropylphenylthio)-1,2-indenedione